C(C)OC(=O)C1=NN(C(=N1)Br)COCC[Si](C)(C)C 5-bromo-1-((2-(trimethylsilyl)ethoxy)methyl)-1H-1,2,4-triazole-3-carboxylic acid ethyl ester